7-(4-(4-(benzo[b]thiophen-4-yl)piperazin-1-yl)butoxy)-1-(2,2-dimethyloctanoyl)-3,4-dihydroquinolin-2(1H)-one S1C2=C(C=C1)C(=CC=C2)N2CCN(CC2)CCCCOC2=CC=C1CCC(N(C1=C2)C(C(CCCCCC)(C)C)=O)=O